2-[2-(dimethylamino)ethoxy]-N-methyl-N-propyl-acetamide CN(CCOCC(=O)N(CCC)C)C